N-[4-chloro-3-(N,N-diethylsulfamoyl)phenyl]-5-phenyl-thieno[2,3-b]pyridine-2-carboxamide ClC1=C(C=C(C=C1)NC(=O)C1=CC=2C(=NC=C(C2)C2=CC=CC=C2)S1)S(N(CC)CC)(=O)=O